t-butyl 4-hydroxy-2-oxa-8-azaspiro[4.5]decane-8-carboxylate OC1COCC12CCN(CC2)C(=O)OC(C)(C)C